O1C(CCC=C1)C=O 3,4-dihydro-2H-pyran-2-carbaldehyde